(4R,5aS)-2-chloro-12-(ethylthio)-1,4-difluoro-4,5,5a,6,9,10-hexahydro-8H-7-oxa-3,10a,11,13-tetraazanaphtho[1,8-ab]heptalene ClC=1C(=C2N=C(N=C3C2=C([C@@H](C[C@H]2COCCCN32)F)N1)SCC)F